FC(C1=CC2=C(C=N1)[C@@H](CO2)N)(F)F (S)-6-(trifluoromethyl)-2,3-dihydro-furo[3,2-c]pyridin-3-amine